C(#N)C=1C=C(C=CC1)S(=O)(=O)NC1CC(C1)NC1=C2C(=NC=C1C=1SC(=CN1)C(=O)NC)NC=C2 2-(4-(((1r,3r)-3-((3-cyanophenyl)sulfonamido)cyclobutyl)amino)-1H-pyrrolo[2,3-b]pyridin-5-yl)-N-methylthiazole-5-carboxamide